1-(2,6-Diisopropylphenyl)-2-phenyl-1H-phenanthro[2',3':2,3]benzofuro[4,5-d]imidazole C(C)(C)C1=C(C(=CC=C1)C(C)C)N1C(=NC2=C1C=1C3=C(OC1C=C2)C=C2C=CC=1C=CC=CC1C2=C3)C3=CC=CC=C3